CC=1C(=C(C2=CC=CC=C2C1)S(=O)(=O)[O-])C.[Na+] sodium mono-dimethylnaphthalenesulfonate